NC1(N(CC1C(=O)O)C(=O)O)C1(CC1)C(F)(F)F amino-[1-(trifluoromethyl)cyclopropyl]azetidine-1,3-dicarboxylic acid